di-[2-(1-methylvinylcarbonyl)ethyl] phosphate P(=O)(OCCC(=O)C(=C)C)(OCCC(=O)C(=C)C)[O-]